Br.BrCC1=NC=CC=C1O 2-(bromomethyl)pyridin-3-ol hydrobromide salt